1-naphthyl-amine C1(=CC=CC2=CC=CC=C12)N